C[C@H](CC)N1C=C2NC=3N(C=C2C1)N=C(C3)C(F)(F)F 6-[(2R)-butan-2-yl]-2-(trifluoromethyl)-6,7-dihydro-4H-pyrazolo[1,5-a]pyrrolo[3,4-d]pyrimidine